4-[3-[2,6-dichloro-4-[(1S,4S)-2,5-diazabicyclo[2.2.1]heptan-2-yl]benzoyl]-2,4-dihydro-1,3-benzoxazin-8-yl]-5-fluoro-2-(3-oxa-8-azabicyclo[3.2.1]oct-8-yl)benzoic acid ClC1=C(C(=O)N2COC3=C(C2)C=CC=C3C3=CC(=C(C(=O)O)C=C3F)N3C2COCC3CC2)C(=CC(=C1)N1[C@@H]2CN[C@H](C1)C2)Cl